C(C)OC(=O)C1=NC=C(N=C1N)C(F)(F)F.NC1=C(C(=O)NC2CCC(CC2)O)C=C(C=N1)C1=CC=C(C=C1)[C@@]12CN(C[C@H]2C1)C(CF)CF 2-amino-5-(4-((1r,5s)-3-(1,3-difluoroprop-2-yl)-3-azabicyclo[3.1.0]hex-1-yl)phenyl)-N-((1r,4r)-4-hydroxycyclohexyl)nicotinamide ethyl-3-amino-5-(trifluoromethyl)pyrazine-2-carboxylate